3-(5-(11-hydroxyundecane-1-yn-1-yl)-3-methyl-2-oxo-2,3-dihydro-1H-benzo[d]imidazol-1-yl)piperidine-2,6-dione OCCCCCCCCCC#CC1=CC2=C(N(C(N2C)=O)C2C(NC(CC2)=O)=O)C=C1